C(C=C)N1S(C2=C(C1=O)C=CC(=C2C)OC=2C=C(C#N)C=C(C2)F)(=O)=O 3-((2-allyl-7-methyl-1,1-dioxido-3-oxo-2,3-dihydrobenzo[d]isothiazol-6-yl)oxy)-5-fluorobenzonitrile